Fmoc-methoxy-L-phenylalanine C(=O)(OCC1C2=CC=CC=C2C2=CC=CC=C12)N([C@@H](CC1=CC=CC=C1)C(=O)O)OC